tert-butyl (R)-(5-oxo-1-(4-(piperazin-1-ylsulfonyl)phenyl)pyrrolidin-3-yl)carbamate O=C1C[C@H](CN1C1=CC=C(C=C1)S(=O)(=O)N1CCNCC1)NC(OC(C)(C)C)=O